5-[(4-Cyanopyridazin-3-yl)sulfanyl]-2-methylbenzoic acid C(#N)C1=C(N=NC=C1)SC=1C=CC(=C(C(=O)O)C1)C